N-(4-(cyclopentylamino)-5-(pyridin-2-ylethynyl)pyridin-2-yl)-7-formyl-3,4-dihydro-1,8-naphthyridine-1(2H)-carboxamide C1(CCCC1)NC1=CC(=NC=C1C#CC1=NC=CC=C1)NC(=O)N1CCCC2=CC=C(N=C12)C=O